C1CCC12NCC[C@H](C2)N2N=CC1=C(C2=O)C=CC(=N1)C=1C=C(C=2N(N1)C=C(N2)C)C 6-[(8R)-5-azaspiro[3.5]nonan-8-yl]-2-(2,8-dimethylimidazo[1,2-b]pyridazin-6-yl)pyrido[2,3-d]pyridazin-5-one